C1(=CC=CC=C1)C(CO)O 1-phenyl-ethylene glycol